N-[(1R,3S)-3-{[6-chloro-2-(trifluoromethyl)quinolin-4-yl]amino}cyclohexyl]-3-cyano-1-(fluoromethyl)-1H-pyrazole-4-carboxamide ClC=1C=C2C(=CC(=NC2=CC1)C(F)(F)F)N[C@@H]1C[C@@H](CCC1)NC(=O)C=1C(=NN(C1)CF)C#N